C1=C(C=CC2=CC=CC=C12)CN 2-naphthalenemethanamine